3-methoxy-2,5-bis-trimethylstannanyl-thiophene COC1=C(SC(=C1)[Sn](C)(C)C)[Sn](C)(C)C